C(C)(C)(C)OC(=O)N1CCC(CC1)NC(=O)[C@H]1N2C(N([C@H](CC1)C2)O)=O 4-((1R,2S,5R)-6-hydroxy-7-oxo-1,6-diazabicyclo[3.2.1]Octane-2-carboxamido)piperidine-1-carboxylic acid tert-butyl ester